C1(CC1)C1=NC(=CC(=C1)C1=C(C=C(C#N)C=C1)C1=NN=CN1C)N1C(C2=C3C(C=CC=C13)=CC(=C2)CN2C[C@H](C(CC2)(F)F)C)=O (R)-4-(2-Cyclopropyl-6-(4-((4,4-difluoro-3-methylpiperidin-1-yl)methyl)-2-oxobenzo[cd]indol-1(2H)-yl)pyridin-4-yl)-3-(4-methyl-4H-1,2,4-triazol-3-yl)benzonitrile